OC1=C(C=C(C=C1)C(=O)OCC)N1N=C2C(=N1)C=CC=C2 2-(2-hydroxy-5-ethoxycarbonylphenyl)-2H-benzotriazole